C(C1=CC=CC=C1)OC1=C(C=CC2=CC=CC=C12)Br 1-(benzyloxy)-2-bromonaphthalene